OC1C(CC12CCN(CC2)C(C(C)N2N=CN=C2)=O)C2N1C(C=3C=CC=CC23)=CN=C1 1-[3-hydroxy-2-(5H-imidazo[1,5-b]isoindol-5-yl)-7-azaspiro[3.5]nonane-7-yl]-2-(1,2,4-triazol-1-yl)propane-1-one